thiochromenon S1(CC=CC2=CC=CC=C12)=O